C(C)(C)(C)OC(=O)NC=1C=C2C(C(NC2=CC1C(=O)OC)=O)(C(=O)OC)C dimethyl 5-((tert-butoxycarbonyl) amino)-3-methyl-2-oxoindoline-3,6-dicarboxylate